ethyl 2-((tert-butyloxycarbonyl)oxy)pyrazolo[1,5-a]pyridine-3-carboxylate C(C)(C)(C)OC(=O)OC1=NN2C(C=CC=C2)=C1C(=O)OCC